C(CCC)N1C(N(C(C(C1=O)=C(N)N)=O)C1CCN(CC1)C(=O)C=1C=NN(C1)COCC[Si](C)(C)C)=O 1-butyl-5-(diaminomethylene)-3-(1-(1-((2-(trimethylsilyl)ethoxy)methyl)-1H-pyrazole-4-carbonyl)piperidin-4-yl)pyrimidine-2,4,6(1H,3H,5H)-trione